magnesium bis-glycinate NCC(=O)[O-].NCC(=O)[O-].[Mg+2]